FC1=C(C=C(C(=C1)F)OCCS(=O)C)N1CCN(CC1)C[C@@H]1CN(CCC1)C1=NC=2N(C(=N1)N)N=C(N2)C=2OC=CC2 5-((3R)-3-((4-(2,4-difluoro-5-(2-(methylsulfinyl)ethoxy)phenyl)piperazin-1-yl)methyl)piperidine-1-yl)-2-(furan-2-yl)-[1,2,4]triazolo[1,5-a][1,3,5]triazine-7-amine